ClC=1C(=NC=C(N1)C(F)(F)F)N 3-chloro-5-(trifluoromethyl)pyrazin-2-amine